COC1OC=CCC1 2-methoxy-3,4-dihydro-2H-pyran